4-((4-cyclopropylphenyl)sulfonamido)-3-(4-fluorophenyl)-1-methyl-1H-pyrazole-5-carboxylic acid C1(CC1)C1=CC=C(C=C1)S(=O)(=O)NC=1C(=NN(C1C(=O)O)C)C1=CC=C(C=C1)F